[N-e-Maleimidocaproyloxy]succinimide C1(C=CC(N1CCCCCC(=O)OC1C(=O)NC(C1)=O)=O)=O